FC=1C=CC(=C(C1)CNC(=O)C=1C=C(C=NC1OC)C1=CC=C2C(=NNC2=C1)C(=O)NC)OC(C)C 6-[5-({[5-fluoro-2-(propan-2-yloxy)phenyl]methyl}carbamoyl)-6-methoxypyridin-3-yl]-N-methyl-1H-indazole-3-carboxamide